Cl.BrC1=NN=C2N1CCNC2 3-bromo-5,6,7,8-tetrahydro-[1,2,4]triazolo[4,3-a]pyrazine hydrochloride